CC1=C(C(=C(C=C1)C1=CC(=CC=C1)OCC#C)C)C=O dimethyl-3'-(prop-2-yn-1-yloxy)-[1,1'-biphenyl]-3-carbaldehyde